(difluoromethyl)piperidin FC(F)N1CCCCC1